[Mo+4].CNC (dimethylamine) molybdenum (IV)